5-chloro-2-fluoro-N-(4-(4-((1-isopropylazetidin-3-yl)amino)-3-methyl-1H-pyrazolo[3,4-d]pyrimidin-6-yl)phenyl)benzenesulfonamide ClC=1C=CC(=C(C1)S(=O)(=O)NC1=CC=C(C=C1)C1=NC(=C2C(=N1)NN=C2C)NC2CN(C2)C(C)C)F